C1(CCC1)C1=NN=C(O1)C(=O)N1[C@@H](C2=C(CC1)NC=N2)C2=NN1C(C=CC=C1C)=C2 (S)-(5-cyclobutyl-1,3,4-oxadiazol-2-yl)(4-(7-methylpyrazolo[1,5-a]pyridin-2-yl)-6,7-dihydro-1H-imidazo[4,5-c]pyridin-5(4H)-yl)methanone